7-isopropoxylimidazo[1,2-a]Pyrimidine-6-carboxylic acid O(C(C)C)C1=NC=2N(C=C1C(=O)O)C=CN2